N-((1-morpholinocycloheptyl)methyl)quinoxaline-2-carboxamide O1CCN(CC1)C1(CCCCCC1)CNC(=O)C1=NC2=CC=CC=C2N=C1